myristoyl-2-hydroxysn-glycero-3-phosphoethanolamine C(CCCCCCCCCCCCC)(=O)C(OP(OC[C@@H](CO)OO)(=O)O)CN